4-(2-Cyclopropyl-6-{6-[(1S,4S)-2-oxa-5-azabicyclo[2.2.1]heptan-5-ylmethyl]-1-oxo-3H-isoindol-2-yl}pyridin-4-yl)-3-(4-methyl-1,2,4-triazol-3-yl)benzonitrile C1(CC1)C1=NC(=CC(=C1)C1=C(C=C(C#N)C=C1)C1=NN=CN1C)N1C(C2=CC(=CC=C2C1)CN1[C@@H]2CO[C@H](C1)C2)=O